N-(bis-methylsulfanyl-methylene)-3-trifluoromethyl-benzenesulfonamide CSC(=NS(=O)(=O)C1=CC(=CC=C1)C(F)(F)F)SC